COC1=C(C(=O)NNC(=O)N2[C@H](CCC2)C(=O)NC=2C=NC=CC2)C=CC=C1 (R)-1-(2-(2-methoxybenzoyl)hydrazinecarbonyl)-N-(pyridin-3-yl)pyrrolidine-2-carboxamide